4-chloro-6-(cyclohexen-1-yl)-N-methyl-pyrimidin-2-amine ClC1=NC(=NC(=C1)C1=CCCCC1)NC